3-(3-chlorophenyl)-5-phenylisoxazole ClC=1C=C(C=CC1)C1=NOC(=C1)C1=CC=CC=C1